3-(5-(1-(4-((4'-chloro-5,5-dimethyl-3,4,5,6-tetrahydro-[1,1'-biphenyl]-2-yl)methyl)piperazin-1-yl)cyclobutyl)-1-oxoisoindolin-2-yl)piperidine-2,6-dione ClC1=CC=C(C=C1)C1=C(CCC(C1)(C)C)CN1CCN(CC1)C1(CCC1)C=1C=C2CN(C(C2=CC1)=O)C1C(NC(CC1)=O)=O